6-{[(2-Chloro-6-fluorophenyl)carbonyl]amino}-N-(3-chloro-2-methylphenyl)-2-{[2-(propane-2-yloxy)ethyl]amino}-1H-benzimidazole-4-carboxamide ClC1=C(C(=CC=C1)F)C(=O)NC=1C=C(C2=C(NC(=N2)NCCOC(C)C)C1)C(=O)NC1=C(C(=CC=C1)Cl)C